N1N=CC(=C1)C1=CC=C(C=C1)NC=1C2=C(N=C(N1)C1=CC=C3C=C(N(C3=C1)C)C(=O)N1CC(C1)(F)F)COC2 (6-(4-((4-(1H-pyrazol-4-yl)phenyl)amino)-5,7-dihydrofuro[3,4-d]pyrimidin-2-yl)-1-methyl-1H-indol-2-yl)(3,3-difluoroazetidin-1-yl)methanone